2-[4-[4-[[(3RS)-2,6-dioxo-3-piperidyl]oxy]phenyl]piperazin-1-yl]acetic acid tert-butyl ester C(C)(C)(C)OC(CN1CCN(CC1)C1=CC=C(C=C1)O[C@H]1C(NC(CC1)=O)=O)=O |r|